4-AMINOBUTYLTRIETHOXYSILANE NCCCC[Si](OCC)(OCC)OCC